(E)-ethyl 4,4,4-trifluoro-3-phenylbut-2-enoate FC(/C(=C/C(=O)OCC)/C1=CC=CC=C1)(F)F